2-oxo-N-(1,2,3,4-tetrahydronaphthalen-1-yl)-6-(trifluoromethyl)-1,2-dihydropyridine-3-carboxamide O=C1NC(=CC=C1C(=O)NC1CCCC2=CC=CC=C12)C(F)(F)F